O=S1(CCC(N(C2=C1C=CC=C2)CC2=CC=C(C=C2)C2=NOC(=N2)C(F)(F)F)=O)=O 1,1-dioxo-5-[[4-[5-(trifluoromethyl)-1,2,4-oxadiazol-3-yl]phenyl]methyl]-2,3-dihydro-1lambda6,5-benzothiazepine-4-One